4-Cyano-2,3-dihydrobenzofuran-7-yl-5-cyclobutyl-2,8-dimethyl-1,4-dihydro-1,6-naphthyridine-3-carboxylic acid C(#N)C1=CC=C(C2=C1CCO2)N2C(=C(CC1=C(N=CC(=C21)C)C2CCC2)C(=O)O)C